ClCC(=O)NNC(C1=CC(=C(C=C1)NC=1N=CC2=C(N(CC(C(N2C)=O)(F)F)C2CCCC2)N1)OC)=O N'-(2-chloroacetyl)-4-((9-cyclopentyl-7,7-difluoro-5-methyl-6-oxo-6,7,8,9-tetrahydro-5H-pyrimido[4,5-b][1,4]diazepin-2-yl)amino)-3-methoxybenzohydrazide